4'-(7-oxo-6,7-dihydro-3H-[1,2,3]triazolo[4,5-d]pyrimidin-5-yl)-2'-(propylamino)-[1,1'-biphenyl]-4-carboxylic acid O=C1C2=C(N=C(N1)C1=CC(=C(C=C1)C1=CC=C(C=C1)C(=O)O)NCCC)NN=N2